ethyl 5-[[1-(2,6-dioxo-3-piperidyl)-2-oxo-benzo[cd]indol-5-yl]methyl]-2-fluoro-benzoate O=C1NC(CCC1N1C(C2=C3C(C=CC=C13)=C(C=C2)CC=2C=CC(=C(C(=O)OCC)C2)F)=O)=O